C1(=CC=CC=C1)S(=O)(=O)/C=C/CNC(=O)C=1C(NC=2CCN(CC2C1)C(CC1CC1)=O)=O N-[(2E)-3-(benzenesulfonyl)prop-2-en-1-yl]-6-(2-cyclopropylacetyl)-2-oxo-1,2,5,6,7,8-hexahydro-1,6-naphthyridine-3-carboxamide